N-(2-(3-((4-ethylpiperazin-1-yl)methyl)-5-(trifluoromethyl)phenyl)quinazolin-7-yl)-5-methylisoxazole-4-carboxamide C(C)N1CCN(CC1)CC=1C=C(C=C(C1)C(F)(F)F)C1=NC2=CC(=CC=C2C=N1)NC(=O)C=1C=NOC1C